cerium-zirconium-oxide [O-2].[Zr+4].[Ce+3]